(2-fluorophenyl)[4-(furan-3-yl)-2,3-dihydro-1H-pyrrolo[2,3-c]pyridin-1-yl]methanone FC1=C(C=CC=C1)C(=O)N1CCC=2C1=CN=CC2C2=COC=C2